trinickel disulfide S=S=[Ni].[Ni].[Ni]